(E)-3,7-dimethylocta-2,6-di-enal C\C(=C/C=O)\CCC=C(C)C